5-hydroxy-2-methylphenylboronic acid OC=1C=CC(=C(C1)B(O)O)C